Cl.COC(C1=C(C=CC(=C1)F)OC=1C(=NC=NC1)N1CC2(C1)CCNCC2)=O ((4-(2,7-diazaspiro[3.5]non-2-yl)pyrimidin-5-yl)oxy)-5-fluorobenzoic acid methyl ester hydrochloride